NC(C(CCC(=O)OC)NC(=O)OC(C)(C)C)=O Methyl 5-amino-4-(tert-butoxycarbonylamino)-5-oxopentanoate